NC1=NC=NN2C1=C(C=C2C=2C(=CC(=C(C(=O)N[C@@H]1CN(C[C@@H]1F)C(C(C)(C)C)=O)C2)C)F)C(F)(F)F 5-[4-amino-5-(trifluoromethyl)pyrrolo[2,1-f][1,2,4]triazin-7-yl]-N-[(3R,4S)-1-(2,2-dimethylpropanoyl)-4-fluoropyrrolidin-3-yl]-4-fluoro-2-methylbenzamide